N,2-diphenyl-pyrimidine-4-carboxamide C1(=CC=CC=C1)NC(=O)C1=NC(=NC=C1)C1=CC=CC=C1